N-(2-(3-chlorophenoxy)ethyl)-1-(2-phenoxyacetyl)piperidine-4-carboxamide ClC=1C=C(OCCNC(=O)C2CCN(CC2)C(COC2=CC=CC=C2)=O)C=CC1